NCCC[C@@H](C)[C@H]1CC[C@H]2[C@@H]3CC=C4CCCC[C@]4(C)[C@H]3CC[C@]12C 24-amino-5-cholen